OC1=C2C(C(=C(OC2=CC(=C1)O)C1=C(C=C(C=C1)O)O)C\C=C(/C)\CCC=C(C)C)=O 5,7,2',4'-Tetrahydroxy-3-geranylflavone